C1(CC1)OC=1C=C(C=CC1)[C@@](C(=O)O)(C(F)(F)F)O |o1:10| (R or S)-2-(3-cyclopropoxyphenyl)-3,3,3-trifluoro-2-hydroxypropanoic acid